CC1=NNC=C1 3-methyl-pyrazol